N-(3-((4,4-difluoropiperidin-1-yl)sulfonyl)phenyl)-2-((1R,6R)-6-methyl-3-azabicyclo[4.1.0]heptan-3-yl)nicotinamide FC1(CCN(CC1)S(=O)(=O)C=1C=C(C=CC1)NC(C1=C(N=CC=C1)N1C[C@@H]2C[C@@]2(CC1)C)=O)F